N1C(NC(NC1=O)=O)=O 1,3,5-Triazinan-2,4,6-trion